C12CN(CC2C1)C1=CC=C(C=N1)C1C[C@@H](CN1)O (3S)-5-(6-(3-azabicyclo[3.1.0]hexan-3-yl)pyridin-3-yl)pyrrolidin-3-ol